ClC1=CC=C(C=C1)SC1=C(C=CC2=CC(=CC=C12)C)O 1-(4-chlorophenylthio)-6-methyl-2-naphthol